(R)-N-(1-(3,4-dichlorophenyl)-2-(dimethylamino)ethyl)-N-methyl-4-(trifluoromethoxy)benzenesulfonamide ClC=1C=C(C=CC1Cl)[C@H](CN(C)C)N(S(=O)(=O)C1=CC=C(C=C1)OC(F)(F)F)C